tris(trichloropropyl) phosphate P(=O)(OCCC(Cl)(Cl)Cl)(OCCC(Cl)(Cl)Cl)OCCC(Cl)(Cl)Cl